tert-butyl (2S)-4-[7-(8-chloro-1-naphthyl)-8-fluoro-2-[[(2R)-1-methylpyrrolidin-2-yl]methoxy]pyrido[4,3-d]pyrimidin-4-yl]-2-(cyanomethyl)piperazine-1-carboxylate ClC=1C=CC=C2C=CC=C(C12)C1=C(C=2N=C(N=C(C2C=N1)N1C[C@@H](N(CC1)C(=O)OC(C)(C)C)CC#N)OC[C@@H]1N(CCC1)C)F